ClC1=C(C(=NN1C)C1=NOC=C1C)CN1CC(CCCC1)NCCC(C)(C)C 1-((5-Chloro-1-methyl-3-(4-methylisoxazol-3-yl)-1H-pyrazol-4-yl)methyl)-N-(3,3-dimethylbutyl)azepan-3-amine